(S)-N-(2-amino-1-(3-chlorophenyl)-ethyl)-1-(2-((4,4-difluoro-cyclohexyl)amino)-5-methyl-pyrimidin-4-yl)-1H-imidazole-4-carboxamide NC[C@H](C1=CC(=CC=C1)Cl)NC(=O)C=1N=CN(C1)C1=NC(=NC=C1C)NC1CCC(CC1)(F)F